FCC=CC(C)C(F)(F)F fluoro-4-(trifluoromethyl)-2-pentene